C(#N)C=1C=C(C=NC1N1N=CC=N1)NC(=O)C=1C=NN(C1C(F)(F)F)C1=CC=CC2=C1N=C(O2)C N-(5-Cyano-6-(2H-1,2,3-triazol-2-yl)pyridin-3-yl)-1-(2-methylbenzo[d]-oxazol-4-yl)-5-(trifluoromethyl)-1H-pyrazol-4-carboxamid